5-[(Z)-2-ethoxyethenyl]pyrimidine C(C)O\C=C/C=1C=NC=NC1